N1(CCNCC1)CCCN1C(=CC2=CC(=CC=C12)CN1CCC2(CN(C2)C2=NC=NC3=CC=C(C=C23)CC(F)(F)F)CC1)C#N 1-(3-piperazin-1-ylpropyl)-5-[[2-[6-(2,2,2-trifluoroethyl)quinazolin-4-yl]-2,7-diazaspiro[3.5]nonan-7-yl]methyl]indole-2-carbonitrile